NC=1C(=NC(=NC1C1=C(C(=CC=C1C)O)C)C=1C(=NC=CC1)NC1=NC=CN=C1C)C(=O)N 5-amino-6-(3-hydroxy-2,6-dimethyl-phenyl)-2-[2-[(3-methylpyrazin-2-yl)amino]-3-pyridinyl]pyrimidine-4-carboxamide